ClC1=C(C(=CC=C1)C)N1CCN(CC1)C(CN1C(=CC2=CC(=CC(=C12)C)C)C(=O)O)=O (2-(4-(2-chloro-6-methylphenyl)piperazin-1-yl)-2-oxoethyl)-5,7-dimethyl-1H-indole-2-carboxylic acid